C(C)(C)(C)OC(=O)N1CC(C(C1)CC(=O)N1C(OC[C@@H]1CC1=CC=CC=C1)=O)(F)F 4-[2-[(4S)-4-benzyl-2-oxo-oxazolidin-3-yl]-2-oxoethyl]-3,3-difluoro-pyrrolidine-1-carboxylic acid tert-butyl ester